2-bromo-5-chloro-3-(difluoromethoxy)pyridine BrC1=NC=C(C=C1OC(F)F)Cl